Methyl (3R)-4-(2-naphthyl)-3-[4-[(pyridine-4-carbonylamino)methyl]triazol-1-yl]butanoate C1=C(C=CC2=CC=CC=C12)C[C@H](CC(=O)OC)N1N=NC(=C1)CNC(=O)C1=CC=NC=C1